(Z)-4-(4-fluorophenyl)-1-nitrobut-1-en-2-amine FC1=CC=C(C=C1)CC/C(=C/[N+](=O)[O-])/N